C(C)C1=NN(C2=C1C(NCC1(CCOCC1)C2)=O)C[C@H](COC(C2=C(C=CC(=C2)OC)C(F)(F)F)=O)C 5-Methoxy-2-(trifluoromethyl)benzoic acid [(2R)-3-(3-ethyl-4-oxo-spiro[6,8-dihydro-5H-pyrazolo[4,3-c]azepin-7,4'-tetrahydropyran]-1-yl)-2-methyl-propyl] ester